FC1=C(C=C(C=C1)N(C(=O)C1=CC2=C(N=CN2C=2C=NC(=CC2)NC(=O)C=2C=NN(C2)C)C(=C1)C)C)OC N-(4-fluoro-3-methoxy-phenyl)-N,7-dimethyl-3-[6-[(1-methylpyrazole-4-carbonyl)amino]-3-pyridyl]benzimidazole-5-carboxamide